CC(C(C1=CC=CC=C1)CC(=O)O)CC=C.C1(CC1)OC1=C(N)C=C(C(=C1)C1CCN(CC1)C)C 2-cyclopropoxy-5-methyl-4-(1-methyl-piperidin-4-yl)aniline 2-methyl-1-phenylpent-4-en-1-yl-acetate